2-(2',5'-Difluoro-[1,1'-biphenyl]-4-yl)-N-methyl-N-(4-methyl-5-(N-(methyl-d3)sulfamoyl)thiazol-2-yl)acetamide FC1=C(C=C(C=C1)F)C1=CC=C(C=C1)CC(=O)N(C=1SC(=C(N1)C)S(NC([2H])([2H])[2H])(=O)=O)C